BrC(CO)C1C(C2=CC=C(C=C2CC1)I)S(=O)(=O)C1=CC=C(C=C1)F 2-bromo-2-(1-((4-fluorophenyl)sulfonyl)-6-iodo-1,2,3,4-tetrahydronaphthalen-2-yl)ethan-1-ol